FC1=C(C(=CC(=C1)C#CC1=CC=C(C=C1)N1CCCC1)C=NN1CCN(CC1)C)O 2-fluoro-6-(((4-methylpiperazin-1-yl)imino)methyl)-4-((4-(pyrrolidin-1-yl)phenyl)ethynyl)phenol